P(=O)([O-])([O-])[O-].C(CCC)C([NH+](C)C)(CCCC)CCCC.C(CCC)C(CCCC)(CCCC)[NH+](C)C.C(CCC)C(CCCC)(CCCC)[NH+](C)C tributyl-(methyl)dimethyl-ammonium phosphate